C(C)(C)NC1=CC(=CC=C1)N N-isopropylbenzene-1,3-diamine